(1-methylpyrrolidin-3-yl)methoxyl-N-(quinolin-8-yl)benzamide CN1CC(CC1)COC1=C(C(=O)NC=2C=CC=C3C=CC=NC23)C=CC=C1